CC1=NN(C2=CC=C(C=C12)C(=O)OC)C1OCCCC1 methyl 3-methyl-1-(oxan-2-yl)indazole-5-carboxylate